ethyl 4-hydroxy-2-oxo-6-(pyridin-3-ylmethyl)-1,2-dihydropyridine-3-carboxylate OC1=C(C(NC(=C1)CC=1C=NC=CC1)=O)C(=O)OCC